BrC=1C(=CC=C2C(=CNC12)C1=NC(=NC=C1C(F)(F)F)N[C@@H]1CNC(CC1)(C)C)C#N (s)-7-bromo-3-(2-((6,6-dimethylpiperidin-3-yl)amino)-5-(trifluoromethyl)-pyrimidin-4-yl)-1H-indole-6-carbonitrile